Cl.C=O methanone, hydrochloride